(M)-2-(4-(4-(aminomethyl)-1-oxo-1,2-dihydrophthalazin-6-yl)-1-methyl-1H-pyrazol-5-yl)-3-(difluoromethyl)-1-naphthonitrile NCC1=NNC(C2=CC=C(C=C12)C=1C=NN(C1C1=C(C2=CC=CC=C2C=C1C(F)F)C#N)C)=O